C(#N)C1(CC1)NS(=O)(=O)C1=CC=C2C3=C(N(C2=C1)C=1SC(=NN1)C(F)F)N=CN=C3N3CC=1N(CC3)C(=NN1)C(F)(F)F N-(1-cyanocyclopropyl)-9-(5-(difluoromethyl)-1,3,4-thiadiazol-2-yl)-4-(3-(trifluoromethyl)-5,6-dihydro-[1,2,4]triazolo[4,3-a]pyrazin-7(8H)-yl)-9H-pyrimido[4,5-b]indole-7-sulfonamide